CN1N=C(C=C1)C1=NC(=CC=C1[C@@H]1CN(CC1)C(C=C)=O)OCCC(F)(F)F |o1:12| (R)- or (S)-1-(3-(2-(1-methyl-1H-pyrazol-3-yl)-6-(3,3,3-trifluoropropoxy)pyridin-3-yl)pyrrolidin-1-yl)prop-2-en-1-one